N=1CC(C=CC1)=O 3-Pyridone